C(C=C)C1CCCC(O1)(C(=O)[O-])C[C@H]1OC(OC1)(C)C 6-allyl-2-(((R)-2,2-dimethyl-1,3-dioxolan-4-yl)methyl)tetrahydro-2H-pyran-2-carboxylate